5-methoxypyrrolidine-1,2-dicarboxylic acid di-tert-butyl ester C(C)(C)(C)OC(=O)N1C(CCC1OC)C(=O)OC(C)(C)C